C[C@@H]1C(C[C@H](NC1)C=1C=NC(=CC1)C)=O (2S,5S)-5-methyl-2-(6-methyl-3-pyridyl)piperidin-4-one